(S)-2-amino-6-hydroxyhexanoic acid N[C@H](C(=O)O)CCCCO